6-chloro-4-(3-chloro-2-methoxyphenyl)-N-methyl-2,7-naphthyridin-1-amine ClC=1C=C2C(=CN=C(C2=CN1)NC)C1=C(C(=CC=C1)Cl)OC